COC[C@H]1C[C@@H](CN1C(C=C)=O)N1N=CC=C1 1-[(3S,5R)-5-(methoxymethyl)-1-(prop-2-enoyl)pyrrolidin-3-yl]Pyrazole